3-(4,5-diphenyloxazol-2-yl)-N,N-dimethyl-propan-amide C1(=CC=CC=C1)C=1N=C(OC1C1=CC=CC=C1)CCC(=O)N(C)C